OC[C@H](C[C@H]1C(NC2(CC2)C1)=O)NC([O-])=O |o1:4| ((S)-1-hydroxy-3-((R*)-5-oxo-4-azaspiro[2.4]heptan-6-yl)propan-2-yl)carbamate